C(=C)N1C(=NC=C1)CO 1-vinyl-2-(hydroxymethyl)imidazole